(15R)-5-[6-ethynyl-2-(4-methylpiperazin-1-yl)pyrimidin-4-yl]-15-methyl-11-thia-6,14,17-triazatetracyclo[8.8.0.0^2,7.0^12,18]octadeca-1(10),2(7),3,5,8,12(18)-hexaen-13-one C(#C)C1=CC(=NC(=N1)N1CCN(CC1)C)C=1C=CC=2C=3C=4NC[C@H](NC(C4SC3C=CC2N1)=O)C